(E)-1-(4-chlorophenyl)-3-(4-hydroxy-3,5-dimethylphenyl)prop-2-en-1-one methyl-(1R,2S,5S)-6,6-dimethyl-3-azabicyclo[3.1.0]hexane-2-carboxylate COC(=O)[C@@H]1[C@H]2C([C@H]2CN1)(C)C.ClC1=CC=C(C=C1)C(\C=C\C1=CC(=C(C(=C1)C)O)C)=O